COC1=C(C=C(C=C1)C1(CC1)C(F)(F)F)S(=O)(=O)Cl 2-methoxy-5-(1-(trifluoromethyl)cyclopropyl)benzenesulfonyl chloride